6-(2-{5-chloro-2-oxo-1,2-dihydrospiro[indole-3,4'-piperidin]-1'-yl}ethoxy)-2-methyl-3,4-dihydro-2H-1λ6,2-benzothiazine-1,1-dione ClC=1C=C2C(=CC1)NC(C21CCN(CC1)CCOC=1C=CC2=C(CCN(S2(=O)=O)C)C1)=O